N1=NC(=CC2=C1C1=C(CCC2)C=CC=C1)N1N=C(N=C1N)NC1=CC(=C(C=C1)N1CC2C(CC1)N(CC2)CCC)F 1-(6,7-dihydro-5H-benzo[6,7]cyclohepta[1,2-c]pyridazin-3-yl)-N3-(3-fluoro-4-(1-propyloctahydro-1H-pyrrolo[3,2-c]pyridine-5-yl)phenyl)-1H-1,2,4-triazole-3,5-diamine